C(C)C(CC1=CC=C(S1)B1OC(C(O1)(C)C)(C)C)CCCC 2-(5-(2-ethylhexyl)-2-thienyl)-4,4,5,5-tetramethyl-1,3,2-dioxaborolane